FC=1C=C2C(N(C(=NC2=C(C1)S(=O)[O-])N1CCOCC1)C)=O.[Na+] sodium 6-fluoro-3-methyl-2-morpholino-4-oxo-3,4-dihydroquinazoline-8-sulfinate